BrC1=NN(C2=C(C=CC=C12)C=O)COCC[Si](C)(C)C 3-bromo-1-{[2-(trimethylsilyl)ethoxy]methyl}indazole-7-carbaldehyde